NC1=C(C(=NN1C(C)C)C1=CC=C(C=C1)C(C(=O)NC1=NNC(=C1)C(C(F)(F)F)(C)C)C)C#N 2-[4-(5-Amino-4-cyano-1-isopropylpyrazol-3-yl)phenyl]-N-[5-(1,1,1-trifluoro-2-methylpropan-2-yl)-1H-pyrazol-3-yl]propanamide